(1S,2S,4R,5R,6S,7S)-N-(3,4-dichlorophenyl)-7-(pyridin-4-yl)-8-oxatricyclo[3.2.1.02,4]octane-6-carboxamide ClC=1C=C(C=CC1Cl)NC(=O)[C@@H]1[C@H]2[C@@H]3C[C@@H]3[C@@H]([C@@H]1C1=CC=NC=C1)O2